tert-butyl (S)-2-((2-(4-(N,N-bis(4-methoxybenzyl)sulfamoyl)-2,6-difluorophenyl)-6-fluoro-7-methylimidazo[1,2-a]pyridin-3-yl)methyl)morpholine-4-carboxylate COC1=CC=C(CN(S(=O)(=O)C2=CC(=C(C(=C2)F)C=2N=C3N(C=C(C(=C3)C)F)C2C[C@H]2CN(CCO2)C(=O)OC(C)(C)C)F)CC2=CC=C(C=C2)OC)C=C1